FC1=C(OC2=CC=C(C=C2)C2=NC=NC=C2)C=CC=C1 4-(4-(fluorophenoxy)phenyl)pyrimidin